(1s,4s)-4-(8-(2-chloro-4,6-difluorophenylamino)-2-(4,4-difluorocyclohexylamino)-9H-purin-9-yl)cyclohexanecarboxamide ClC1=C(C(=CC(=C1)F)F)NC=1N(C2=NC(=NC=C2N1)NC1CCC(CC1)(F)F)C1CCC(CC1)C(=O)N